COC1=CC=C(CN(S(=O)(=O)[C@H](C(C)C)[C@H](CC=C)C)CC2=CC=C(C=C2)OC)C=C1 (3R,4S)-N,N-BIS(4-METHOXYBENZYL)-2,4-DIMETHYLHEPT-6-ENE-3-SULFONAMIDE